tert-butyl (2S)-2-[({4-[({3-[(3-chloro-2-methoxyphenyl)carbamothioyl]-2-oxo-5,6-dihydro-1H-pyridin-4-yl}amino)methyl]pyridin-3-yl}oxy)methyl]azetidine-1-carboxylate ClC=1C(=C(C=CC1)NC(=S)C=1C(NCCC1NCC1=C(C=NC=C1)OC[C@H]1N(CC1)C(=O)OC(C)(C)C)=O)OC